C(C)(C)(C)[Si](C1=CC=CC=C1)(C1=CC=CC=C1)OCC12CCC(CC1)(C2)C=COC tert-butyl((4-(2-methoxyvinyl)bicyclo[2.2.1]heptan-1-yl)methoxy)diphenylsilane